O1BOC2=C1C=CC=C2 1,3,2-benzodioxaborole